ClC1=CC(=CC(=N1)B(O)O)C(F)(F)F 6-CHLORO-4-(TRIFLUOROMETHYL)PYRIDINE-2-BORONIC ACID